biflavonol C1=CC=C(C=C1)C2C(C(=O)C3=CC=CC=C3O2)(C4=C(OC5=CC=CC=C5C4=O)C6=CC=CC=C6)O